benzyl (E)-3-[3-[(1R)-1-[[2-methyl-5-(4-methylpiperazin-1-yl)benzoyl]amino]ethyl]phenyl]prop-2-enoate CC1=C(C(=O)N[C@H](C)C=2C=C(C=CC2)/C=C/C(=O)OCC2=CC=CC=C2)C=C(C=C1)N1CCN(CC1)C